C(=O)(O)[C@H](CC(=O)C1=CC2=C(S1)C=C(C(=C2)OCCCOC2=C(C(=C1CN(CC1=C2)C(C[C@@H](C(=O)O)C)=O)F)OC)O)C (S)-4-(6-(3-((2-((S)-3-carboxybutanoyl)-6-hydroxy-benzo[b]thiophen-5-yl)oxy)propoxy)-4-fluoro-5-methoxyisoindolin-2-yl)-2-methyl-4-oxobutanoic acid